N1(CCC1)C(=O)C1=C(C(=NC(=C1F)NC1=NNC(=C1)C)C[C@@]1(C[C@H](N(CC1)CC1=C(C(=CC=C1)Cl)F)C)C(=O)O)F (2R,4R)-4-((4-(azetidine-1-carbonyl)-3,5-difluoro-6-((5-methyl-1H-pyrazol-3-yl)amino)pyridin-2-yl)methyl)-1-(3-chloro-2-fluorobenzyl)-2-methylpiperidine-4-carboxylic acid